5-bromo-thienothiadiazine BrS1C=CC2=C1C=NNS2